N[C@H](CC(=O)OC)C=1C=NC=C(C1)C1=C(C=CC=C1C)C methyl (R)-3-amino-3-(5-(2,6-dimethylphenyl)pyridin-3-yl)propanoate